C(C)(C)(C)OC(CCOC1=C(C=CC=C1)C1=CC(=CC=C1)CC1N(CCCC1NS(=O)(=O)CC)C(=O)OC(C)(C)C)=O tert-butyl 2-((2'-(3-(tert-butoxy)-3-oxopropoxy)-[1,1'-biphenyl]-3-yl)methyl)-3-(ethylsulfonamido)piperidine-1-carboxylate